[Ir+3].S(=O)(=O)([O-])[O-].[Mn+2] manganese sulfate-iridium salt